FC(C1(COC1)N)F 3-(difluoromethyl)oxetan-3-amine